N-[(3-Fluorophenyl)methyl]-4-methyl-6-morpholin-4-yl-2-propyl-pyridine-3-carboxylic acid amide FC=1C=C(C=CC1)CNC(=O)C=1C(=NC(=CC1C)N1CCOCC1)CCC